C[O-].C[O-].C[O-].[Sn+3] tin trimethoxide